C(#N)[C@H](C[C@H]1C(NCC1)=O)NC(=O)[C@@H]1[C@H]2C([C@H]2CN1C([C@H](C(C)(C)C)NC(C(C1=CC=CC=C1)C1=CC=CC=C1)=O)=O)(C)C (1R,2S,5S)-N-((S)-1-cyano-2-((S)-2-oxopyrrolidin-3-yl)ethyl)-3-((S)-2-(2,2-diphenylacetamido)-3,3-dimethylbutanoyl)-6,6-dimethyl-3-azabicyclo[3.1.0]hexane-2-carboxamide